4-(5-(Pyridin-3-yl)-1,3,4-thiadiazol-2-carbonyl)piperidine-1-carboxylate N1=CC(=CC=C1)C1=NN=C(S1)C(=O)C1CCN(CC1)C(=O)[O-]